CC1=NC(=C(C(=O)O)C=C1)C1=NC=NC=C1 6-methyl-2-(pyrimidin-4-yl)nicotinic acid